FC(C(=O)O)(F)F.N1=CC=C(C=C1)CCC1=NNC2=CC(=CC=C12)\C=C/1\C(NC2=CC=CC=C12)=O (E)-3-((3-(2-(pyridin-4-yl)ethyl)-1H-indazol-6-yl)methylene)indol-2-one trifluoroacetate salt